NCC(CN1CCC2=C(CC1)C=CC=C2)O 1-amino-3-(4,5-dihydro-1H-benzo[d]azepin-3(2H)-yl)propan-2-ol